(S)-(3-(1-Amino-1,3-dihydrospiro[indene-2,4'-piperidin]-1'-yl)-6-(3-((2-aminobenzo[d]oxazol-5-yl)oxy)prop-1-yn-1-yl)pyrazin-2-yl)methanol N[C@@H]1C2=CC=CC=C2CC12CCN(CC2)C=2C(=NC(=CN2)C#CCOC=2C=CC1=C(N=C(O1)N)C2)CO